FC1=CC=C2C(=CN(C2=C1)C(C)C)C[C@@H]1CNCCC1 (R)-6-fluoro-1-isopropyl-3-(piperidin-3-ylmethyl)-1H-indole